OC1=C(C(=O)O)C=CC(=C1)NS(=O)(=O)C1=CC(=CC=C1)C=1C=NC=CC1 2-hydroxy-4-{[(3-pyridin-3-ylphenyl)sulfonyl]amino}benzoic acid